C1(CCCC1)N1CC=2N(C(=NC2C1)C1=NN(C2=CC(=CC=C12)C1=CC(=C(C=C1CC)O)F)COCC[Si](C)(C)C)COCC[Si](C)(C)C 4-(3-(5-(cyclopentyl)-1-((2-(trimethylsilyl)ethoxy)methyl)-1,4,5,6-tetrahydropyrrolo[3,4-d]imidazol-2-yl)-1-((2-(trimethylsilyl)ethoxy)methyl)-1H-indazol-6-yl)-5-ethyl-2-fluorophenol